3-ethylisoxazole-4-carboxylic acid C(C)C1=NOC=C1C(=O)O